β-ethanesulfonate CCS(=O)(=O)[O-]